3-(4-Chloro-phenyl)-adamantane-1-carboxylic acid (4-hydroxy-phenyl)-amide OC1=CC=C(C=C1)NC(=O)C12CC3(CC(CC(C1)C3)C2)C2=CC=C(C=C2)Cl